O(C1=CC=CC=C1)C(=O)C1=CC=C(C=C1)C(C[TeH])C 1-phenoxycarbonyl-4-(1-methylhydrotelluro-ethyl)benzene